(4-methoxy-2-methylbutan-2-yl)-2-(pyridin-4-yl)pyrido[3,4-d]pyrimidin-4-amine COCCC(C)(C)C1=CN=CC=2N=C(N=C(C21)N)C2=CC=NC=C2